N1N=NC(=C1)C(=O)N 1H-1,2,3-triazol-4-carboxamide